2-((R)-2-hydroxy-2-((S)-1,2,3,4-tetrahydroisoquinolin-3-yl)ethyl)-4,4-dimethyl-6-(1-oxa-7-azaspiro[3.5]nonane-7-carbonyl)-3,4-dihydroisoquinolin-1(2H)-one O[C@H](CN1C(C2=CC=C(C=C2C(C1)(C)C)C(=O)N1CCC2(CCO2)CC1)=O)[C@H]1NCC2=CC=CC=C2C1